2,5-dimercaptobenzotriazole SN1N=C2C(=N1)C=CC(=C2)S